9,9',9'',9'''-(3-(6-methylpyridin-2-yl)-6-(6-phenylpyridin-2-yl)benzene-1,2,4,5-tetrayl)tetrakis(3,6-dimethyl-9H-carbazole) CC1=CC=CC(=N1)C=1C(=C(C(=C(C1N1C2=CC=C(C=C2C=2C=C(C=CC12)C)C)N1C2=CC=C(C=C2C=2C=C(C=CC12)C)C)C1=NC(=CC=C1)C1=CC=CC=C1)N1C2=CC=C(C=C2C=2C=C(C=CC12)C)C)N1C2=CC=C(C=C2C=2C=C(C=CC12)C)C